4'-hydroxybiphenyl-3-carboxylic acid OC1=CC=C(C=C1)C1=CC(=CC=C1)C(=O)O